4-(4-methylpiperidine-1-carbonyl)benzoic acid CC1CCN(CC1)C(=O)C1=CC=C(C(=O)O)C=C1